N(=[N+]=[N-])CCCCCCOC1=CC=C(C=C1)C1=NN=C(O1)S 5-[4-((6-azidohexyl)oxy)phenyl]-1,3,4-oxadiazole-2-thiol